C(C)C1=CC2=C(S1)[C@@]1(C[C@@H](N(CC1)CC=1C=NN(C1)CCS(=O)(=O)C)C)OCC2O (2'S,7R)-2-ethyl-2'-methyl-1'-[[1-(2-methylsulfonylethyl)pyrazol-4-yl]methyl]spiro[4,5-dihydrothieno[2,3-c]pyran-7,4'-piperidine]-4-ol